8-(4-chloro-2-fluorophenyl)-6-[(2S,4S)-2-(1-cyclopropyl-1H-pyrazol-4-yl)oxacyclohex-4-yl]-2,3-dimethyl-3H,4H-pyrimido[5,4-d][1,3]diazin-4-one ClC1=CC(=C(C=C1)C1=NC(=NC2=C1N=C(N(C2=O)C)C)[C@@H]2C[C@H](OCC2)C=2C=NN(C2)C2CC2)F